C(CCCC)C=1C=C(C(=CC1)C1=CC=C(C=C1)C#N)C1=CC=CC=C1 4'-n-pentyl-4-cyano-terphenyl